NCCC1=CC=C(C=C1)N1CC(N(CC1)C(=O)OC(C)(C)C)CO[Si](C)(C)C(C)(C)C tert-Butyl 4-(4-(2-aminoethyl)phenyl)-2-(((tertbutyldimethylsilyl)oxy)methyl)piperazine-1-carboxylate